BrC=1C(=C2NC(C=3N(C2=CC1)N=CC3C)=O)F 7-bromo-6-fluoro-3-methylpyrazolo[1,5-a]quinoxalin-4(5H)-one